4-(2,6-difluoro-4-nitrophenoxy)-3-(3-methoxyphenyl)-1-{[2-(trimethylsilyl)ethoxy]methyl}-1H-pyrrolo[2,3-b]pyridine FC1=C(OC2=C3C(=NC=C2)N(C=C3C3=CC(=CC=C3)OC)COCC[Si](C)(C)C)C(=CC(=C1)[N+](=O)[O-])F